3,3,5-trimethylcyclohexylaminobutane-1-sulfonic acid CC1(CC(CC(C1)C)NC(CCC)S(=O)(=O)O)C